F[C@H]1CN(CC[C@H]1O)C1=NC=CC(=N1)NC=1N=CC2=C(N=CC(=C2C1)C1COCC1)N1[C@@H](CC1)C (3S,4R)-3-fluoro-1-(4-((8-((R)-2-methylazetidin-1-yl)-5-(tetrahydrofuran-3-yl)-2,7-naphthyridin-3-yl)amino)pyrimidin-2-yl)piperidin-4-ol